2-[1-[(4-methoxyphenyl)methyl]-6-oxo-5-(trifluoromethyl)pyridazin-3-yl]acetic acid ethyl ester C(C)OC(CC1=NN(C(C(=C1)C(F)(F)F)=O)CC1=CC=C(C=C1)OC)=O